6-(6-(((1R,2R,3S,5S)-2-fluoro-1,5-dimethyl-9-azabicyclo[3.3.1]nonan-3-yl)oxy)pyridazin-3-yl)-7-hydroxy-2-methylisoquinolin-1(2H)-one F[C@@H]1[C@]2(CCC[C@@](C[C@@H]1OC1=CC=C(N=N1)C=1C=C3C=CN(C(C3=CC1O)=O)C)(N2)C)C